C(C1=CC=CC=C1)OC1=NC(=NC=C1C(F)(F)F)Cl 4-(benzyloxy)-2-chloro-5-(trifluoromethyl)pyrimidine